2-(1-benzyl-4,4-difluoro-5-methyl-3-piperidyl)-2-methyl-propan-1-ol C(C1=CC=CC=C1)N1CC(C(C(C1)C)(F)F)C(CO)(C)C